NCC1=NNC(C2=CC=C(C=C12)C=1C=NN(C1C1=C(C#N)C=C(C(=C1)OC)Cl)C)=O 2-(4-(4-(aminomethyl)-1-oxo-1,2-dihydrophthalazin-6-yl)-1-methyl-1H-pyrazol-5-yl)-5-chloro-4-methoxybenzonitrile